2-[3-(benzyloxy)-5-iodo-1H-pyrazol-1-yl]Pyrazine C(C1=CC=CC=C1)OC1=NN(C(=C1)I)C1=NC=CN=C1